N-(1-((4-((1R,5S)-3,8-diazabicyclo[3.2.1]octan-3-yl)-8-fluoro-7-(3-hydroxynaphthalen-1-yl)quinazolin-2-yl)oxy)-2-methylpropan-2-yl)methanesulfonamide [C@H]12CN(C[C@H](CC1)N2)C2=NC(=NC1=C(C(=CC=C21)C2=CC(=CC1=CC=CC=C21)O)F)OCC(C)(C)NS(=O)(=O)C